ethanolamine, potassium salt [K].C(O)CN